5-Fluoro-2-({1-[2-(1H-pyrrolo[2,3-b]pyridin-2-yl)-3,6-dimethyl-4-oxothieno[3,2-d]pyrimidin-7-yl]ethyl}amino)benzoic acid FC=1C=CC(=C(C(=O)O)C1)NC(C)C1=C(SC2=C1N=C(N(C2=O)C)C2=CC=1C(=NC=CC1)N2)C